2-(2-methyl-5-bromobenzyl)-5-(4-fluorophenyl)thiophene CC1=C(CC=2SC(=CC2)C2=CC=C(C=C2)F)C=C(C=C1)Br